16'-(1,2-phenylenebis(oxy))bis(hexadecan-1-ol) C1(=C(C=CC=C1)OCCCCCCCCCCCCCCCCO)OCCCCCCCCCCCCCCCCO